COC1=C(C(=CC=C1)OC)S(=O)(=O)NC1=NOC(=C1)C1=C(C=CC(=C1)C=1C=NNC1)OC 2,6-Dimethoxy-N-(5-(2-methoxy-5-(1H-pyrazol-4-yl)phenyl)isoxazol-3-yl)benzenesulfonamide